C(C)N(S(=O)(=O)NC=1C(=C(C=CC1)C1=NN(C=C1)C1=CC=C(C=C1)N1CCN(CC1)C(=O)OC(C)(C)C)F)C tert-butyl 4-{4-[3-(3-{[ethyl(methyl)sulfamoyl]amino}-2-fluorophenyl)pyrazol-1-yl]phenyl}piperazine-1-carboxylate